2-bromo-6-chlorothiazolo[4,5-c]pyridine BrC=1SC2=C(C=NC(=C2)Cl)N1